tert-butyl N-(3-{[(tert-butoxy)carbonyl]({2-[(4-{[6-(5-chloro-2-fluorophenyl)pyridazin-4-yl] amino} pyridin-2-yl)carbamoyl]ethyl})amino}propyl)-N-methylcarbamate C(C)(C)(C)OC(=O)N(CCCN(C(OC(C)(C)C)=O)C)CCC(NC1=NC=CC(=C1)NC1=CN=NC(=C1)C1=C(C=CC(=C1)Cl)F)=O